O=C(CCC(=O)N)N1CC2=CC(=CC=C2CC1)OC1=CC=C(C=C1)C(F)(F)F 4-oxo-4-(7-(4-(trifluoro-methyl)phenoxy)-3,4-dihydroisoquinolin-2(1H)-yl)butanamide